[Si](C)(C)(C(C)(C)C)O[C@H]1CC[C@H](CC1)OC=1C(=CC=C2C=NC(=NC12)NC1=CC(=CC=C1)CSC)C 8-((cis-4-((tert-butyldimethylsilyl)oxy)cyclohexyl)oxy)-7-methyl-N-(3-((methylthio)methyl)phenyl)quinazoline-2-amine